OC[C@@H]1N(CCC1)C1=CC=C2C(C(C=NC2=C1)C(=O)O)=O 7-[(2R)-2-(hydroxymethyl)pyrrolidin-1-yl]-4-oxoquinoline-3-carboxylic acid